CC1=NC(=CC(=N1)NC1=CC(=C(N=N1)C(=O)NOCC)NC1=C(C(=CC(=C1)F)C1=NC=C(C=N1)C)OC)C 6-((2,6-dimethylpyrimidin-4-yl)amino)-N-ethoxy-4-((5-fluoro-2-methoxy-3-(5-methylpyrimidin-2-yl)phenyl)amino)pyridazine-3-carboxamide